CC1(CC=2C(=CN=C(C2)C2=NSC(=N2)NC2=NC=CC=C2N(C(OC(C)(C)C)=O)C)O1)C tert-butyl (2-((3-(2,2-dimethyl-2,3-dihydrofuro[2,3-c]pyridin-5-yl)-1,2,4-thiadiazol-5-yl)amino)pyridin-3-yl)(methyl)carbamate